(S)-tert-butyl (2-((tert-butyldimethylsilyl)oxy)-3-mercaptopropyl)carbamate [Si](C)(C)(C(C)(C)C)O[C@@H](CNC(OC(C)(C)C)=O)CS